C(C)(C)(C)N1N=CC=C1C1=CC(=NC2=C(N=CC=C12)C1=CC=NN1)N1[C@@H](COCC1)C 4-(1-tert-butyl-1H-pyrazol-5-yl)-2-[(3R)-3-methylmorpholin-4-yl]-8-(1H-pyrazol-5-yl)-1,7-naphthyridine